butanoic acid, propyl ester C(CCC)(=O)OCCC